Barium OxyChloride O(Cl)Cl.[Ba]